5-(3-(trifluoromethyl)phenyl)-N-(3-(2-(4-methylpiperazin-1-yl)propyl)-1,2,4-thiadiazol-5-yl)thiophene-3-carboxamide FC(C=1C=C(C=CC1)C1=CC(=CS1)C(=O)NC1=NC(=NS1)CC(C)N1CCN(CC1)C)(F)F